FC1=CC=C(C=C1)C(N1CCN(CC1)C1=NC(=NC(=N1)NCC=C)NCC=C)C1=CC=C(C=C1)F 6-[4-[bis(4-fluorophenyl)methyl]piperazin-1-yl]-2-N,4-N-bis(prop-2-enyl)-1,3,5-triazine-2,4-diamine